4-(5-(trimethylsilyl)isoxazol-3-yl)piperidine-1-carboxylic acid tert-butyl ester C(C)(C)(C)OC(=O)N1CCC(CC1)C1=NOC(=C1)[Si](C)(C)C